FC(C1=CC2=C(CN3C(O2)CCC3)C=C1)(F)F 6-(trifluoromethyl)-1,2,3,3a-tetrahydro-9H-benzo[e]pyrrolo[2,1-b][1,3]oxazin